C(C)(C)(C)C=1C=C(C=CC1)C=1C=C2CC(C(C2=CC1)NC(O[C@@H]1CN2CCC1CC2)=O)(C)C (S)-quinuclidin-3-yl (5-(3-(tert-butyl)phenyl)-2,2-dimethyl-2,3-dihydro-1H-inden-1-yl)carbamate